(3-(5-amino-4-methylpyridin-3-yl)-2-methylphenyl)-1,5-dimethyl-4,5,6,7-tetrahydro-1H-imidazo[4,5-C]pyridine-2-carboxamide NC=1C(=C(C=NC1)C=1C(=C(C=CC1)C1N(CCC2=C1N=C(N2C)C(=O)N)C)C)C